FC(C=1C(=C(C=CC1)[C@@H](C)NC=1C2=C(N=C(N1)C)N=C(C(=C2)C(=O)N(C)C)OC)F)F |r| (±)-4-((1-(3-(difluoromethyl)-2-fluorophenyl)ethyl)amino)-7-methoxy-N,N,2-trimethylpyrido[2,3-d]pyrimidine-6-carboxamide